CC1(C\C(\CCC1)=C\CO)C 2-(3,3-dimethylcyclohexylidene)-(2E)-Ethanol